5-amino-N,N'-bis(2,3-dihydroxypropyl)-2,4,6-triiodo-isophthalamide NC=1C(=C(C(=C(C(=O)NCC(CO)O)C1I)I)C(=O)NCC(CO)O)I